ClC=1C(=NC=CC1)C1=NOC(=C1)N 3-(3-Chloropyridin-2-yl)isoxazol-5-amine